C1(CC1)CCC1=CC=C(C=C1)C1=NOC(=N1)CC(C(=O)OC(C)(C)C)=C tert-butyl 2-((3-(4-(2-cyclopropylethyl)phenyl)-1,2,4-oxadiazol-5-yl)methyl)acrylate